OCC(C(=O)N)NC(=O)C1=C(OC2=CN=C(C=C21)OCC2=C(N=CS2)C)C 3-hydroxy-2-({2-methyl-5-[(4-methyl-1,3-thiazol-5-yl)methoxy]furo[2,3-c]pyridin-3-yl}formamido)propanamide